[Nb].[Mo].[Cr].[Ni] nickel-chromium Molybdenum-niobium